C(C)(C)(C)C=1C=C(N(N1)C)NC(=O)NC1=CC=C(C2=CC=CC=C12)OCCC1=C2C(=NC=C1)OCCC2 1-[5-tert-butyl-2-methyl-2H-pyrazol-3-yl]-3-[4-(2-(3,4-dihydro-2H-pyrano[2,3-b]pyridin-5-yl)ethoxy)naphthalen-1-yl]-urea